(Z)-methyl 3-(((4-(2-(dimethylamino)-N-methylacetamido)phenyl)amino)(phenyl)methylene)-2-oxo-2,3-dihydro-1H-pyrrolo[3,2-c]pyridine-6-carboxylate CN(CC(=O)N(C)C1=CC=C(C=C1)N\C(=C\1/C(NC2=C1C=NC(=C2)C(=O)OC)=O)\C2=CC=CC=C2)C